FC1=C(C=CC(=C1)F)[C@](CC(=O)NC1(CC1)C1=NC(=CC=C1)OCC(F)(F)F)(C)O (R)-3-(2,4-difluorophenyl)-3-hydroxy-N-(1-(6-(2,2,2-trifluoroethoxy)pyridin-2-yl)cyclopropyl)butanamide